(6-((2-((5-bromo-4-(4-(3-ethoxyazetidin-1-yl)piperidin-1-yl)-2-methoxyphenyl)amino)-5-chloropyrimidin-4-yl)amino)-2,3-dihydrobenzo[b][1,4]dioxin-5-yl)dimethylphosphine oxide BrC=1C(=CC(=C(C1)NC1=NC=C(C(=N1)NC1=C(C2=C(OCCO2)C=C1)P(C)(C)=O)Cl)OC)N1CCC(CC1)N1CC(C1)OCC